FC(C1=CC=C(C=C1)CCC(=O)N1C2=C(OCC1)C=CN=C2)(F)F 4-(3-(4-Trifluoromethylphenyl)propionyl)-3,4-dihydro-2H-pyrido[4,3-b][1,4]oxazine